2-methyl-2-acryloyloxydecyl-potassium CC(C[K])(CCCCCCCC)OC(C=C)=O